phthalic acid bis(2-ethylhexyl) ester C(C)C(COC(C=1C(C(=O)OCC(CCCC)CC)=CC=CC1)=O)CCCC